(S)-2-((4-(6-((1-Methyl-1H-pyrazol-3-yl)methoxy)pyridin-2-yl)piperidin-1-yl)methyl)-1-(oxetan-2-ylmethyl)-1H-benzo[d]imidazole-6-carboxylic acid CN1N=C(C=C1)COC1=CC=CC(=N1)C1CCN(CC1)CC1=NC2=C(N1C[C@H]1OCC1)C=C(C=C2)C(=O)O